CO[C@H]1[C@@H](C1)C(=O)N1C(CCCC1)C=1NC=C(N1)C1=CC=CC=C1 (trans-2-methoxycyclopropyl)(2-(4-phenyl-1H-imidazol-2-yl)piperidin-1-yl)methanone